2-(2-amino-9-((2R,3S,4S,5R)-4-fluoro-3-hydroxy-5-(hydroxymethyl)tetrahydrofuran-2-yl)-8-oxo-8,9-dihydro-7H-purin-7-yl)-N-hydroxyacetamide NC1=NC=C2N(C(N(C2=N1)[C@@H]1O[C@@H]([C@H]([C@H]1O)F)CO)=O)CC(=O)NO